NC(CO)C1=CC=C(C=C1)OC 2-amino-2-(4-methoxyphenyl)ethanol